3-Pyrrolidin-1-ylbenzoic acid N1(CCCC1)C=1C=C(C(=O)O)C=CC1